CC1(CN(CCN1)C1=CC(=NC2=CN=CC=C12)C1=CC=NC=C1)C 4-(3,3-dimethylpiperazin-1-yl)-2-(pyridin-4-yl)-1,7-naphthyridine